calcium chloride, sodium salt [Na+].[Cl-].[Ca+2].[Cl-].[Cl-]